FC1(CCN(CC1)C1=NC(=CC(=N1)NC(C1=C(C=C(C=C1)[N+](=O)[O-])N1CC2CC2(CC1)CO)=O)C)F N-(2-(4,4-difluoropiperidin-1-yl)-6-methylpyrimidin-4-yl)-2-(6-(hydroxymethyl)-3-azabicyclo[4.1.0]heptan-3-yl)-4-nitrobenzamide